1-[5-[(6,7-difluoro-4-methylsulfanyl-1H-indol-5-yl)oxy]-2-fluoro-phenyl]ethanone FC1=C(C(=C2C=CNC2=C1F)SC)OC=1C=CC(=C(C1)C(C)=O)F